NC1=C2C(=NC=N1)N(N=C2NCC2=CC(=CC(=C2)OC)OC)[C@@H]2CN(CC2)C(C=C)=O (S)-1-(3-(4-amino-3-((3,5-dimethoxybenzyl)amino)-1H-pyrazolo[3,4-d]pyrimidin-1-yl)pyrrolidin-1-yl)prop-2-en-1-one